bis(7-methyl-1-indenyl)zirconium dichloride [Cl-].[Cl-].CC=1C=CC=C2C=CC(C12)[Zr+2]C1C=CC2=CC=CC(=C12)C